ClC=1N=C(C2=C(N1)CCN(C2)C(=O)OC(C)(C)C)NC2COCC2 tert-Butyl 2-chloro-4-((tetrahydrofuran-3-yl)amino)-7,8-dihydropyrido[4,3-d]pyrimidine-6(5H)-carboxylate